Cl.BrC1=CC(=C(CN2[C@@H]3CNC(C2)C3)C=C1)OC (S)-2-(4-Bromo-2-methoxy-benzyl)-2,5-diaza-bicyclo[2.2.1]heptane hydrochloride